CC=1N(C(=C(N1)C)C(=O)O)C1=CC=C(C=C1)OC(F)(F)F 2,4-dimethyl-1-(4-(trifluoromethoxy)phenyl)-1H-imidazole-5-carboxylic acid